CC(C)(COP(=O)(O)O)[C@H](C(=O)NCCC(=O)N[C@@H](CS)C(=O)O)O The molecule is the N-[(R)-4-phosphopantothenoyl] derivative of L-cysteine. It has a role as an Escherichia coli metabolite and a mouse metabolite. It derives from a phosphonic acid and a N-[(R)-pantothenoyl]-L-cysteine. It is a conjugate acid of a N-[(R)-4-phosphonatopantothenoyl]-L-cysteinate(3-).